C(#N)OC1=CC=C(C=C1)C(CC(C)C)C1=CC=C(C=C1)OC#N 1,1-bis(4-cyanooxyphenyl)-3-methylbutane